C1(CCCCC1)C1CC(N(C1)C(CNC(CCCOC1=CC=CC=C1)=O)=O)C(=O)O 4-cyclohexyl-1-((4-phenoxybutyryl)glycyl)pyrrolidine-2-carboxylic acid